C(CCCCCCCCCCCCCCCCC)NCC(C)N N-octadecyl-propylenediamine